C(C1=CC=CC=C1)N(C1(COC1)C#N)C[Si](C)(C)C 3-(benzyl-((trimethylsilyl)methyl)amino)oxetane-3-carbonitrile